N1=CNC2=NC=CC(=C21)C=2C=NN(C2)C2=CC=C(C=N2)C(CCC(=O)N2CC(C2)C#N)C(F)(F)F (4-(6-(4-(3H-imidazo[4,5-b]pyridin-7-yl)-1H-pyrazol-1-yl)pyridin-3-yl)-5,5,5-trifluoropentanoyl)azetidine-3-carbonitrile